Tetramethylguanidine tetrakis(4-fluorophenyl)borate FC1=CC=C(C=C1)[B-](C1=CC=C(C=C1)F)(C1=CC=C(C=C1)F)C1=CC=C(C=C1)F.CN(C(N(C)C)=N)C